C(CCCCCCCCCCCCCCC)(=O)OCC(COC(N(C1CN(C1)CCC(F)(F)F)C)=O)OC(CCCCCCCCCCCCCCC)=O 3-((methyl(1-(3,3,3-trifluoropropyl)azetidin-3-yl)carbamoyl)oxy)propane-1,2-diyl dipalmitate